S(=O)(=O)(O)C(C(=O)O)(CC(=O)O)N1C(CCC1=O)=O.S(=O)(=O)(O)C(C(=O)O)(CC(=O)O)N1C(CCC1=O)=O.C(CO)O ethyleneglycol bis(Sulfo-Succinimidyl succinate)